4-[[4-[8-chloro-7-[2-methyl-3-(2-trimethylsilylethoxymethyl)benzimidazol-5-yl]oxy-quinoxalin-2-yl]pyrazol-1-yl]methyl]cyclohexanol ClC=1C(=CC=C2N=CC(=NC12)C=1C=NN(C1)CC1CCC(CC1)O)OC1=CC2=C(N=C(N2COCC[Si](C)(C)C)C)C=C1